1-{[(tert-butyldimethylsilyl)imino](methyl)oxo-λ6-sulfanyl}-3-methyl-1H-imidazol-3-ium [Si](C)(C)(C(C)(C)C)N=S(N1C=[N+](C=C1)C)(=O)C